(S)-4-(2-amino-3-oxo-3-(pentan-3-yloxy)propyl)-1,2-phenylenebis(2-methylpropanoic acid) N[C@@H](CC1=CC(=C(C=C1)C(C(=O)O)(C)C)C(C(=O)O)(C)C)C(OC(CC)CC)=O